4-CHLORO-5-FORMYL-3-METHYL-6,7-DIHYDRO-1H-INDOLE-2-CARBOXYLIC ACID ETHYL ESTER C(C)OC(=O)C=1NC=2CCC(=C(C2C1C)Cl)C=O